thiolanediol C1CC(SC1)(O)O